N-(3-Fluoro-5-(Trifluoromethyl)Phenyl)-6-((6-(Methylamino)Pyridin-3-yl)Methyl)-4,5,6,7-Tetrahydrothieno[2,3-c]Pyridin-3-Carboxamid FC=1C=C(C=C(C1)C(F)(F)F)NC(=O)C1=CSC=2CN(CCC21)CC=2C=NC(=CC2)NC